N-ethyl-5-fluoro-2-((4-(((4-fluoro-1-((trans-4-(methylsulfonamido)cyclohexyl)methyl)piperidine-4-yl)methyl)amino)pyrimidin-5-yl)oxy)-N-isopropylbenzamide C(C)N(C(C1=C(C=CC(=C1)F)OC=1C(=NC=NC1)NCC1(CCN(CC1)C[C@@H]1CC[C@H](CC1)NS(=O)(=O)C)F)=O)C(C)C